FC1=C(C=C(C=C1)F)[C@@H]1C[C@@H](C=2N1N=C(N2)[S@](=O)CF)F (5S,7S)-5-(2,5-difluorophenyl)-7-fluoro-2-((S)-(fluoromethyl)sulfinyl)-6,7-dihydro-5H-pyrrolo[1,2-b][1,2,4]triazole